2-(4-chlorophenoxy)-N-(3-(5-cyanothiophen-3-yl)phenyl)-2-methylpropanamide ClC1=CC=C(OC(C(=O)NC2=CC(=CC=C2)C2=CSC(=C2)C#N)(C)C)C=C1